AZAQUINOLINONE N1C(N=CC2=CC=CC=C12)=O